(5-((2-(5-morpholinoindolin-1-yl)-2-oxoethyl)thio)-1H-tetrazol-1-yl)benzoic acid O1CCN(CC1)C=1C=C2CCN(C2=CC1)C(CSC1=NN=NN1C1=C(C(=O)O)C=CC=C1)=O